COC1=CC2=C(C(=C1C(=O)OC)C)OCO2 Methyl 6-Methoxy-2-methyl-3,4-methylendioxybenzoate